ClC=1C(=NN(C1C(=O)O)C)C 4-chloro-1,3-dimethyl-1H-pyrazole-5-carboxylic acid